ClC1=CC=C(C=C1)C1=C(CC(CC1)(C)C)CN1CCN(CC1)C1=CC=C(C(=O)O)C=C1 4-[4-[[2-(4-chlorophenyl)-5,5-dimethyl-cyclohexen-1-yl]methyl]piperazin-1-yl]benzoic acid